C(C)OC(CC=1N=C(SC1)NC(=O)OC(C)(C)C)=O 2-(N-Boc)aminothiazole-4-acetic acid ethyl ester